C1(=CC=CC=C1)C(C)NC1=NC=NC2=CC=C(C=C12)C=1C=CC2=C(N=C(O2)N)C1 5-(4-((1-phenylethyl)amino)quinazolin-6-yl)benzo[d]oxazol-2-amine